(3S)-5-(6-benzoxy-3-fluoro-2-pyridyl)-6-chloro-3-methyl-7-(trifluoromethyl)-1,3-dihydro-1,4-benzodiazepin-2-one C(C1=CC=CC=C1)OC1=CC=C(C(=N1)C1=N[C@H](C(NC2=C1C(=C(C=C2)C(F)(F)F)Cl)=O)C)F